FC=1C=C(C=C(C1)C)C1=CC2=C(O[C@H](CN2S(=O)(=O)C2=CC(=CC=C2)C(F)(F)F)CCC(=O)O)C=C1 (S)-3-(6-(3-fluoro-5-methyl-phenyl)-4-((3-(trifluoromethyl)-phenyl)sulfonyl)-3,4-dihydro-2H-benzo[b][1,4]oxazin-2-yl)propanoic acid